7-hydroxy-2-(4-phenoxyphenyl)-9,10-dihydro-4H-benzo[d]pyrazolo[1,5-a][1,3]diazepine-3-carboxamide OC1=CC2=C(NC=3N(CC2)N=C(C3C(=O)N)C3=CC=C(C=C3)OC3=CC=CC=C3)C=C1